N-(5-(5-chloro-7-(ethylamino)-6-fluoro-1H-indazol-4-yl)thiazolo[5,4-b]pyridin-2-yl)-2-fluorocyclopropane-1-carboxamide ClC=1C(=C2C=NNC2=C(C1F)NCC)C1=CC=C2C(=N1)SC(=N2)NC(=O)C2C(C2)F